tert-butyl (4-(1-(difluoromethyl)-1H-pyrazol-4-yl)cyclohex-3-en-1-yl)carbamate FC(N1N=CC(=C1)C1=CCC(CC1)NC(OC(C)(C)C)=O)F